N-[4-(4-aminobutylamino)-4-oxo-butyl]-4-[[(3R,4R)-1-(2-cyanoacetyl)-4-methyl-3-piperidinyl]-methyl-amino]pyrrolo[2,3-d]pyrimidine-7-carboxamide NCCCCNC(CCCNC(=O)N1C=CC2=C1N=CN=C2N(C)[C@H]2CN(CC[C@H]2C)C(CC#N)=O)=O